2-[(2-ethyl-4,4-difluoro-butanoyl)amino]-4-[2-methoxyethyl-[4-(5,6,7,8-tetrahydro-1,8-naphthyridin-2-yl)butyl]amino]butanoic acid C(C)C(C(=O)NC(C(=O)O)CCN(CCCCC1=NC=2NCCCC2C=C1)CCOC)CC(F)F